N[C@H]1C(N(CC1)[C@H](C(=O)OC(C)(C)C)C(C)C)=O tert-butyl (S)-2-((R)-3-amino-2-oxopyrrolidin-1-yl)-3-methylbutanoate